C(CS(=O)(=O)OCCCC)S(=O)(=O)OCCCC dibutyl 1,2-ethanedisulfonate